ClC1=CC(=C(C(=C1)F)N1CCC(CC1)=O)F 1-(4-chloro-2,6-difluorophenyl)piperidin-4-one